2-{2-[(1S,4S)-5-methyl-2,5-diazabicyclo[2.2.1]heptan-2-yl]-6-{[2-(3-methylpyridin-2-yl)-[1,3]thiazolo[5,4-c]pyridin-6-yl]amino}pyrimidin-4-yl}propan-2-ol CN1[C@@H]2CN([C@H](C1)C2)C2=NC(=CC(=N2)C(C)(C)O)NC2=CC1=C(C=N2)SC(=N1)C1=NC=CC=C1C